N-(2,6-dimethylpyrimidin-4-yl)-5-[2-methyl-5-(4-methylsulfonylcyclohexoxy)-4-pyridyl]pyrazolo[1,5-a]pyridin-2-amine CC1=NC(=CC(=N1)NC1=NN2C(C=C(C=C2)C2=CC(=NC=C2OC2CCC(CC2)S(=O)(=O)C)C)=C1)C